CC1=C(C(=CC(=C1)B1OC(C(O1)(C)C)(C)C)C)N1CCN(CC1)C(=O)OC(C)(C)C Tert-butyl 4-(2,6-dimethyl-4-(4,4,5,5-tetramethyl-1,3,2-dioxaborolan-2-yl)phenyl)piperazine-1-carboxylate